4-(5-(isopropylcarbamoyl)thiophen-2-yl)benzoic acid methyl ester COC(C1=CC=C(C=C1)C=1SC(=CC1)C(NC(C)C)=O)=O